C1(CC1)[C@H](C(F)(F)C=1C(=C(C=CC1)[C@@H](C)NC(OC(C)(C)C)=O)F)O |o1:3| tert-butyl [(1R)-1-{3-[(2R or S)-2-cyclopropyl-1,1-difluoro-2-hydroxyethyl]-2-fluorophenyl}ethyl]carbamate